C(C)(C)(C)N1N=NC(=C1)C(=O)NCC1=C(C(=C(C=C1)C1=C(C=NC=C1)OCC1NCCC1)F)C 1-(tert-butyl)-N-(3-fluoro-2-methyl-4-(3-(pyrrolidin-2-ylmethoxy)pyridin-4-yl)benzyl)-1H-1,2,3-triazole-4-carboxamide